Desoxyribose 5-Phosphat P(=O)(O)(O)OC[C@H]([C@H](CC=O)O)O